CC=1C=CC=2NC3=CC=C(C=C3[Se]C2C1)C 3,7-dimethyl-10H-phenoselenazine